1-(5-bromo-2-(trifluoromethyl)phenyl)-4-methyl-1H-1,2,3-triazole BrC=1C=CC(=C(C1)N1N=NC(=C1)C)C(F)(F)F